triethoxypropoxybenzyloxysilane C(C)OC(CCO[SiH2]OCC1=CC=CC=C1)(OCC)OCC